C(=O)=C(C=C)CCC(C)=C=O 3,6-dicarbonyl-heptene